ClC1=CC(=C(C=C1C#N)NS(=O)(=O)C=1C=C(C(=O)O)C=CC1C1CC1)OCC1CC(C1)C 3-(N-(4-chloro-5-cyano-2-((3-methylcyclobutyl)methoxy)phenyl)sulfamoyl)-4-cyclopropylbenzoic acid